[Pt].ClC1=C2C(=C(C(=NC2=C2N=CC=CC2=C1)OC(C1=CC=CC=C1)=O)OC(C)=O)Cl dichloro-acetoxy-benzoyloxy-phenanthroline platinum